Cl.N1(CCOCC1)CC1=CC=C(C=C1)B(O)O [4-(MORPHOLIN-4-YLMETHYL)PHENYL]BORONIC ACID HYDROCHLORIDE